4-chloro-7-methoxyquinazolin-6-ol ClC1=NC=NC2=CC(=C(C=C12)O)OC